[K].O water Potassium